(3S,4S)-4-(3-((3-cyclopropylpyridin-2-yl)oxy)-2,2-dimethylpropionamido)-3-fluoropiperidine-1-carboxylic acid tert-butyl ester C(C)(C)(C)OC(=O)N1C[C@@H]([C@H](CC1)NC(C(COC1=NC=CC=C1C1CC1)(C)C)=O)F